BrC=1C(=C(C=CC1)NC(=O)C1=NC=C(C=C1)CN1C[C@@H](CC1)O)Cl N-(3-bromo-2-chloro-phenyl)-5-[[(3R)-3-hydroxypyrrolidin-1-yl]methyl]pyridine-2-carboxamide